ClC=1C=C(C=C(C1)Cl)C1=CC=C(C(=O)NCC(=O)N2CC3(OCCO3)C[C@H]2C(=O)O)C=C1 (8S)-7-[2-[[4-(3,5-dichlorophenyl)benzoyl]amino]acetyl]-1,4-dioxa-7-azaspiro[4.4]nonane-8-carboxylic acid